CC(=C)CC(CC(C)(C)C)(C)C 2,4,4,6,6-pentamethylheptene